Cl.O=C1NC(CCC1NC=1C=C(C(=NC1)N1CCC(CC1)(O)CC(=O)O)F)=O 2-[1-[5-[[2,6-dioxo-3-piperidyl]amino]-3-fluoro-2-pyridyl]-4-hydroxy-4-piperidyl]acetic acid hydrochloride